(2R,3S)-3-((5-fluoro-2-(2-methoxy-7-methylquinoxalin-5-yl)benzo[d]thiazol-6-yl)oxy)butan-2-yl (2-((R)-2-hydroxypropoxy)pyridin-4-yl)carbamate O[C@@H](COC1=NC=CC(=C1)NC(O[C@H](C)[C@H](C)OC1=CC2=C(N=C(S2)C2=C3N=CC(=NC3=CC(=C2)C)OC)C=C1F)=O)C